S1C=NC2=C1C=C(C=C2)NC2=NC=NC1=CC(=CC(=C21)O[C@@H]2C[C@@H](N(CC2)C(=O)OC(C)(C)C)C(=O)OC)C=2C=NN(C2)C 1-(tert-butyl) 2-methyl (2R,4S)-4-((4-(benzo[d]thiazol-6-ylamino)-7-(1-methyl-1H-pyrazol-4-yl)quinazolin-5-yl)oxy)piperidine-1,2-dicarboxylate